NC1=NC=C(C2=C1C=NN2C2OCCCC2)NC(C(=O)N2[C@H](CC[C@@H](C2)C)C=2C=CC1=C(N=CS1)C2)=O (4-amino-1-(tetrahydro-2H-pyran-2-yl)-1H-pyrazolo[4,3-c]pyridin-7-yl)-2-((2r,5s)-2-(benzo[d]thiazol-5-yl)-5-methylpiperidin-1-yl)-2-oxoacetamide